4-Chloro-7-[(3S)-3-{4-[4-({4-[4-(2,4-dioxo-1,3-diazinan-1-yl)-2-methyl-1H-indol-1-yl]piperidin-1-yl}methyl)piperidin-1-yl]phenyl}piperidin-1-yl]-1H-indole-3-carbonitrile ClC1=C2C(=CNC2=C(C=C1)N1C[C@@H](CCC1)C1=CC=C(C=C1)N1CCC(CC1)CN1CCC(CC1)N1C(=CC2=C(C=CC=C12)N1C(NC(CC1)=O)=O)C)C#N